NC1=NC(=CC(=C1)NCCCC)CC1=CC=C(C=C1)CN1CCCC1 2-Amino-4-(butylamino)-6-(4-(pyrrolidin-1-ylmethyl)benzyl)pyridin